5-(4-(4-(2-(2-aminopyridin-3-yl)-5-phenyl-3H-imidazo[4,5-b]pyridin-3-yl)benzyl)piperazin-1-yl)picolinonitrile NC1=NC=CC=C1C1=NC=2C(=NC(=CC2)C2=CC=CC=C2)N1C1=CC=C(CN2CCN(CC2)C=2C=CC(=NC2)C#N)C=C1